2-amino-2-[2-(4-octylphenyl)ethyl]-1,3-propanediol NC(CO)(CO)CCC1=CC=C(C=C1)CCCCCCCC